(S)-(9H-fluoren-9-yl)methyl tert-butyl (3-oxo-3-((4-phenylthiazol-2-yl)amino)propane-1,2-diyl)dicarbamate O=C([C@H](CNC(OCC1C2=CC=CC=C2C=2C=CC=CC12)=O)NC(OC(C)(C)C)=O)NC=1SC=C(N1)C1=CC=CC=C1